N1C(CCC1)CC1=NC=C2N1C=CC=C2 3-(Pyrrolidin-2-ylmethyl)imidazo[1,5-a]pyridine